C(C)(=O)C1=C(NC2=CC=CC(=C12)OC)C(=O)N[C@H](C(=O)N[C@@H](C[C@H]1C(NCC1)=O)C#N)CC(C)C 3-acetyl-N-[(2S)-1-({(1S)-1-cyano-2-[(3S)-2-oxopyrrolidin-3-yl]ethyl}amino)-4-methyl-1-oxopentan-2-yl]-4-methoxy-1H-indole-2-carboxamide